(2R,6R)-4-((R)-1-(2,6-difluorophenyl)-3-hydroxypropyl)-1-isobutyryl-6-methyl-N-(4-(pyrimidin-2-yl)benzyl)piperazine-2-carboxamide FC1=C(C(=CC=C1)F)[C@@H](CCO)N1C[C@@H](N([C@@H](C1)C)C(C(C)C)=O)C(=O)NCC1=CC=C(C=C1)C1=NC=CC=N1